COC1=CC=CC2=C1CCC1N(C2=O)CC(CC1)C1=NC(=NO1)C=1NC=C(C1)C 10-methoxy-3-[3-(4-methyl-1H-pyrrol-2-yl)-1,2,4-oxadiazol-5-yl]-1,3,4,11,12,12a-hexahydropyrido[1,2-b][2]benzazepin-6(2H)-one